C(#N)C1=NC=CC(=C1)C1=CN=C(O1)C(=O)N1[C@@H]2[C@H](CC1)[C@@H](N(C2)C#N)C |r| Rac-(3ar,4s,6ar)-1-(5-(2-cyanopyridin-4-yl)oxazole-2-carbonyl)-4-methylhexahydropyrrolo[3,4-b]pyrrole-5(1H)-carbonitrile